NC1=C2N=C(N(C2=NC(=N1)OCCCNC(OC(C)(C)C)=O)CC1=CC(=CC=C1)P(=O)(OC)O)OC tert-butyl (3-((6-amino-9-(3-(hydroxy(methoxy)phosphoryl)benzyl)-8-methoxy-9H-purin-2-yl)oxy)propyl)carbamate